N1=CC(=CC=C1)C1=NN=CN1 3-pyridyl-4H-1,2,4-triazole